2-(1H-benzo[d]imidazol-5-yl)-3-(4-methoxyphenyl)isoindolin-1-one N1C=NC2=C1C=CC(=C2)N2C(C1=CC=CC=C1C2C2=CC=C(C=C2)OC)=O